C(C)(C)(C)OC(=O)N1CC(CC1)NC=1C2=C(N=C(N1)Cl)NC=C2Cl 3-((2,5-dichloro-7H-pyrrolo[2,3-d]pyrimidin-4-yl)amino)pyrrolidine-1-carboxylic acid tert-butyl ester